C(=O)(OCC(CCCCC)CCC)C(O)C(O)C(=O)OCC(CCCCC)CCC di(2-propylheptyl) tartrate